methyl-2,3-dihydro-1,5-benzothiazepine-7-carboxylic acid CC1SC2=C(N=CC1)C=C(C=C2)C(=O)O